(R)-2-(5-((4-((1-(3-(1,1-difluoro-2-hydroxyethyl)phenyl)ethyl)amino)-2-methylquinazoline-6-yl)(methyl)amino)-2-methoxypyridin-3-yl)acetonitrile formate C(=O)O.FC(CO)(F)C=1C=C(C=CC1)[C@@H](C)NC1=NC(=NC2=CC=C(C=C12)N(C=1C=C(C(=NC1)OC)CC#N)C)C